C(C)(C)N1CCC(CC1)C1=NN(C(=C1)NC(C1=NC(=CC=C1)N1CCNCC1)=O)C1=NC=CC=C1 N-(3-(1-isopropylpiperidin-4-yl)-1-(pyridin-2-yl)-1H-pyrazol-5-yl)-6-(piperazin-1-yl)picolinamide